C1N(CCC2=CC=CC=C12)C[C@H](CN1CC(OC2=C(C1=O)C=CC(=C2)OC2CCN(CC2)CC)(C)C)O 4-[(2R)-3-(3,4-dihydro-1H-isoquinolin-2-yl)-2-hydroxy-propyl]-8-[(1-ethyl-4-piperidinyl)oxy]-2,2-dimethyl-3H-1,4-benzoxazepin-5-one